Br.N1=C(SC=2CNCCC21)N 4,5,6,7-tetrahydrothiazolo[5,4-c]pyridin-2-amine hydrobromide